N-((1R,3r,5S,6r)-3-(5-chloro-1H-indazol-7-yl)-3-hydroxybicyclo[3.1.0]hexan-6-yl)cyclopropanesulfonamide ClC=1C=C2C=NNC2=C(C1)C1(C[C@H]2C([C@H]2C1)NS(=O)(=O)C1CC1)O